NC1=C2C(=NC=N1)N(N=C2C2=CC(=C(C=C2)NC(=O)NC2=NOC(=C2)C2(CC2)C(F)(F)F)F)CCO 1-(4-(4-AMINO-1-(2-HYDROXYETHYL)-1H-PYRAZOLO[3,4-D]PYRIMIDIN-3-YL)-2-FLUOROPHENYL)-3-(5-(1-(TRIFLUOROMETHYL)CYCLOPROPYL)ISOXAZOL-3-YL)UREA